2-(4-{[4-(1-methoxy-ethyl)-phenyl]-methyl-amino}-phenoxy)-pyrido[3,4-d]pyrimidin-4-ol COC(C)C1=CC=C(C=C1)N(C1=CC=C(OC=2N=C(C3=C(N2)C=NC=C3)O)C=C1)C